C1(=C(C=CC=C1)C=1OCC(N1)C)C=1OCC(N1)C Phenylenebis(4-methyl-2-oxazoline)